7-fluoro-2,2-dimethyl-6-nitrochroman-8-carbonitrile FC1=C(C=C2CCC(OC2=C1C#N)(C)C)[N+](=O)[O-]